N-(2-ethyl-5-methyl-2,3-dihydro-1H-inden-1-yl)-2-oxo-6-(trifluoromethyl)-1,2-dihydropyridine-3-carboxamide C(C)C1C(C2=CC=C(C=C2C1)C)NC(=O)C=1C(NC(=CC1)C(F)(F)F)=O